(S)-N-(6,7-difluoro-2-((4aS,5aR)-5a-methyl-1,4,4a,5,5a,6-hexahydrocyclopropa[f]indazol-3-yl)-1H-benzo[d]imidazol-5-yl)-N-methyl-2-morpholinopropanamide FC=1C(=CC2=C(NC(=N2)C2=NNC=3C[C@@]4([C@H](CC23)C4)C)C1F)N(C([C@H](C)N1CCOCC1)=O)C